N[C@H](C(=O)N[C@H](C(=O)NC1=CC=C(C=C1)CO[Si](C1=CC=CC=C1)(C1=CC=CC=C1)C(C)(C)C)CCCCNC(C1=CC=C(C=C1)C)(C1=CC=CC=C1)C1=CC=CC=C1)CC1=CC=CC=C1 (S)-2-((S)-2-amino-3-phenylpropanamido)-N-(4-(((tert-butyldiphenylsilyl)oxy)methyl)phenyl)-6-((diphenyl(p-tolyl)methyl)amino)hexanamide